3-(5-{[(1R,3s,5S)-8-Azabicyclo[3.2.1]octan-3-yl](methyl)amino}[1,3]thiazolo[5,4-d][1,3]thiazol-2-yl)-6-(1H-pyrazol-4-yl)pyrimidin-4(3H)-on [C@H]12CC(C[C@H](CC1)N2)N(C=2SC1=C(N2)SC(=N1)N1C=NC(=CC1=O)C=1C=NNC1)C